ClC=1C=C2C(=CN1)N(C(=C2)C2=C(C=CC=C2)OCC)C 5-chloro-2-(2-ethoxyphenyl)-1-methylpyrrolo[2,3-c]pyridine